FC1=C(C=C(C=C1)F)[C@@H]1N(CCC1)C1=NC=2N(C=C1)N=CC2C2=NC1=C(N2)C=C(C(=C1)OC)C(C)O 1-(2-(5-((R)-2-(2,5-difluorophenyl)pyrrolidin-1-yl)pyrazolo[1,5-a]pyrimidin-3-yl)-5-methoxy-1H-benzo[d]imidazol-6-yl)ethan-1-ol